N-(2,2-diethoxyethyl)carbodiimide C(C)OC(CN=C=N)OCC